C(C)(C)(C1=CC=CC=C1)C1(CC(O)=CC=C1)O 3-cumyl-resorcin